N1C=CC2=CC(=CC=C12)OC=1C=C(C=CC1)C=1NC(=NN1)CC=1SC(=CN1)C 2-((5-(3-((1H-Indol-5-yl)oxy)phenyl)-4H-1,2,4-triazol-3-yl)methyl)-5-methylthiazole